FC=1C=C2C(=CNC2=CC1)CCCNCC1CCN(CC1)C(=O)C1=CC=C(C=C1)C (4-(((3-(5-fluoro-1H-indol-3-yl)propyl)amino)methyl)piperidin-1-yl)(p-tolyl)methanone